(5R)-5-[(1S)-1,2-dihydroxyethyl]-3,4-dihydroxy-2,5-dihydrofuran-2-one O[C@@H](CO)[C@@H]1C(=C(C(O1)=O)O)O